C(C)(C)C1=C(C=NN1)N1N=C2C(=CC1=O)NN=C2C2=CC=C(C=C2)N2CCN(CC2)C 5-(5-isopropyl-1H-pyrazol-4-yl)-3-(4-(4-methylpiperazin-1-yl)phenyl)-1H-pyrazolo[4,3-c]pyridazin-6(5H)-one